1-(4-(chloromethyl)benzyl)pyridin-2(1H)-one ClCC1=CC=C(CN2C(C=CC=C2)=O)C=C1